OCCC[C@H](CCN1CCN(CCC1)C(=O)OC(C)(C)C)OC(C1=CC(=C(C(=C1)OC)OC)OC)=O tert-butyl 4-[(3R)-6-hydroxy-3-(3,4,5-trimethoxybenzoyl) oxy-hexyl]-1,4-diazepane-1-carboxylate